N[C@@H]1C[C@@H](CC1)OC1=C(C(=NC(=C1)C)OC)C1=CC(=NN1)NC=1N=CC(=NC1)C#N 5-((5-(4-(((1R,3S)-3-aminocyclopentyl)oxy)-2-methoxy-6-methylpyridin-3-yl)-1H-pyrazol-3-yl)amino)pyrazine-2-carbonitrile